(3S)-3-[3-(4-fluorophenyl)-4-(6-phenylfuro[2,3-d]pyrimidin-4-yl)-1H-pyrazol-1-yl]-1-methylpyrrolidin-2-one FC1=CC=C(C=C1)C1=NN(C=C1C=1C2=C(N=CN1)OC(=C2)C2=CC=CC=C2)[C@@H]2C(N(CC2)C)=O